2-(2-chloro-4-vinylphenyl)acetonitrile ClC1=C(C=CC(=C1)C=C)CC#N